CC1(C2=CC=CC=C2C=2C=C(C=CC12)C1=NC(=NC(=N1)C1=CC=CC=C1)C1=C(C=CC=C1)C1=CC=C2C=3C=CC(=CC3C3(C2=C1)CCCCC3)C#N)C 7'-(2-(4-(9,9-dimethyl-9H-fluoren-3-yl)-6-phenyl-1,3,5-triazin-2-yl)phenyl)spiro[cyclohexane-1,9'-fluorene]-2'-carbonitrile